FC(C(=O)O)(F)F.NCC(CC=1N(C(NN1)=O)CCC=1SC(=CC1)C=1C=NC(=CC1)C(F)(F)F)=C(F)F [2-(aminomethyl)-3,3-difluoro-allyl]-4-[2-[5-[6-(trifluoromethyl)-3-pyridinyl]-2-thienyl]ethyl]-1,2,4-triazol-3-one trifluoroacetate salt